(5s,6s)-5-hydroxy-6-((R)-5H-imidazo[5,1-a]isoindol-5-yl)-N,N-dimethyl-5,6,7,8-tetrahydronaphthalene-2-carboxamide O[C@@H]1C=2C=CC(=CC2CC[C@H]1[C@H]1N2C(C3=CC=CC=C13)=CN=C2)C(=O)N(C)C